O1CCC2=C1C=CC(=C2)CO (2,3-dihydrobenzofuran-5-yl)methanol